FC=1C=CC(=NC1)OC[C@@H]1N(C2CC([C@@H]1C)C2)C(C2=C(C=CC(=C2)C)C2=NC=CC=N2)=O (3R,4S)-3-{[(5-Fluoropyridin-2-yl)oxy]methyl}-4-methyl-2-[5-methyl-2-(pyrimidin-2-yl)benzoyl]-2-azabicyclo[3.1.1]heptan